CC1=C(C(=O)NC2C(CS2)=O)C=CC=C1 2-methyl-N-(cis-1-oxo-3-thiacyclobutyl)benzamide